furoyl sulfone O1C(=CC=C1)C(=O)S(=O)(=O)C(=O)C=1OC=CC1